(R)-5-chloro-4-(cyclopentylmethoxy)-2-fluoro-N-((2-methyl-3,4-dihydro-quinolin-1(2H)-yl)sulfonyl)benzamide ClC=1C(=CC(=C(C(=O)NS(=O)(=O)N2[C@@H](CCC3=CC=CC=C23)C)C1)F)OCC1CCCC1